N'-(3-bromo-4-fluorophenyl)-N-hydroxy-4-[2-(sulfamoylamino)ethylamino]-1,2,5-oxadiazole-3-carboximidamide BrC=1C=C(C=CC1F)N=C(NO)C1=NON=C1NCCNS(N)(=O)=O